tert-Butyl (S)-2-amino-2-(2-nitrophenyl)-4-phenylbutanoate N[C@@](C(=O)OC(C)(C)C)(CCC1=CC=CC=C1)C1=C(C=CC=C1)[N+](=O)[O-]